O1COC2=C1C=CC(=C2)N2CCN(CC2)C(=N)N 4-benzo[1,3]dioxol-5-yl-piperazine-1-carboxamidine